N(=[N+]=[N-])CCCCC=1C=C(C=2C3[C@@H](C(OC2C1)(C)C)CCC(=C3)C)O (6As)-3-(4-azidobutyl)-6,6,9-trimethyl-6a,7,8,10a-tetrahydrobenzo[c]chromen-1-ol